C(C)OC(=O)C=1O[C@@]([C@H](C1OS(=O)(=O)C(F)(F)F)C)(C)C(F)F |r| rac-(4r,5r)-5-(difluoromethyl)-4,5-dimethyl-3-(((trifluoromethyl)sulfonyl)oxy)-4,5-dihydrofuran-2-carboxylic acid ethyl ester